C(C)C1=C2C(C(NC2=CC=C1OC)=O)=O ethyl-5-methoxyindole-2,3-dione